8-(4-morpholin-4-yl-pyridin-2-yl)-2,3-dihydro-benzo[1,4]dioxin N1(CCOCC1)C1=CC(=NC=C1)C1=CC=CC2=C1OCCO2